N(=[N+]=[N-])[C@H]1[C@@H](CN(CC1)C(=O)OC(C)(C)C)C |r| tert-butyl (3RS,4RS)-4-azido-3-methyl-piperidine-1-carboxylate